3-amino-2-fluorobenzenesulfonamide NC=1C(=C(C=CC1)S(=O)(=O)N)F